ClC(CCC#N)C γ-chlorobutyl cyanide